(R)-3-Amino-1-(2-((6-amino-9H-purin-9-yl)methyl)-3-bromo-5,6-dichlorophenyl)-N-cyclopropylpyrrolidin-3-carboxamid N[C@]1(CN(CC1)C1=C(C(=CC(=C1Cl)Cl)Br)CN1C2=NC=NC(=C2N=C1)N)C(=O)NC1CC1